methyl 5-bromo-6-[3-fluoro-5-(trifluoromethyl)benzamido]pyridine-2-carboxylate BrC=1C=CC(=NC1NC(C1=CC(=CC(=C1)C(F)(F)F)F)=O)C(=O)OC